FC(C1=CC(=NN1CC1CC2(CN(C2)C(=O)OC(C)(C)C)C1)C)F tert-butyl 6-[[5-(difluoromethyl)-3-methyl-pyrazol-1-yl] methyl]-2-azaspiro[3.3]heptane-2-carboxylate